1-(3-(2,3-dichlorophenyl)-5-(1H-pyrazol-3-yl)-1H-pyrazolo[3,4-b]Pyrazin-6-yl)-4-methylpiperidin-4-amine ClC1=C(C=CC=C1Cl)C1=NNC2=NC(=C(N=C21)C2=NNC=C2)N2CCC(CC2)(N)C